P(=O)(OC[C@@H](CC(C)C)NC=1C2=C(N=C(N1)S[C@@H](C)C1=CC=CC=C1)N=C(S2)N)(OC)OC (2R)-2-[(2-amino-5-{[(1S)-1-phenylethyl] thio} [1,3]thiazolo[4,5-d]pyrimidin-7-yl) amino]-4-methylpentyl dimethyl phosphate